OC1=NC=CC(=C1)N1N=C(C=2CNCC(C21)OC2=CC=C(C(=O)OC)C=C2)C(F)(F)F methyl 4-((1-(2-hydroxypyridin-4-yl)-3-(trifluoromethyl)-4,5,6,7-tetrahydro-1H-pyrazolo[4,3-c]pyridine-7-yl)oxy)benzoate